Methyl 2-[4-[(Z)-3-(3-hydroxy-4-methoxyphenyl)prop-2-enoyl]phenoxy]acetate OC=1C=C(C=CC1OC)\C=C/C(=O)C1=CC=C(OCC(=O)OC)C=C1